24-[Hydroxy(3-methoxyphenyl)methyl]-5α-cholane-3β,4β-diol OC(CCC[C@@H](C)[C@H]1CC[C@H]2[C@@H]3CC[C@H]4[C@H]([C@H](CC[C@]4(C)[C@H]3CC[C@]12C)O)O)C1=CC(=CC=C1)OC